C(C)(C)(C)OC(NC1=CC(=NC=C1N)NC(CC12CC3CC(CC(C1)C3)C2)=O)=O N-[2-[[2-(1-adamantyl)acetyl]amino]-5-amino-4-pyridinyl]carbamic acid tert-butyl ester